FC1(CCN(CC1)C(=O)OC(C)(C)C)[C@@H](C1=CC=C(C=C1)C(F)(F)F)O |r| racemic-tert-butyl 4-fluoro-4-(hydroxy(4-(trifluoromethyl)phenyl)methyl)piperidine-1-carboxylate